BrC=1OC(=NN1)C1=CC(=CC=C1)F 2-bromo-5-(3-fluorophenyl)-1,3,4-oxadiazole